sodium O-(2-(3-benzylthioureido) ethyl) dithiocarbonate C([S-])(OCCNC(=S)NCC1=CC=CC=C1)=S.[Na+]